BrC1=CC=2C(N=C1)=CN(N2)C 6-bromo-2-methyl-pyrazolo[4,3-b]pyridine